1,2-dimethylol-3,3-dimethylcyclopropane C(O)C1C(C1(C)C)CO